2,3-difluoro-benzoyl chloride FC1=C(C(=O)Cl)C=CC=C1F